ClC(C(=O)OCC)C(C(F)(F)F)=O ethyl 2-chloro-4,4,4-trifluoro-3-oxobutyrate